C(C)(C)(C)N(C(O)=O)CCOCCOCCOCCOCCOCCOCCOCCOCCOCCN.C1=C(C=CC2=CC=CC=C12)C(CC(N1N=CC(=N1)C1=CC=CC=C1)C1=CC=CC=C1)=O 1-(naphthalen-2-yl)-3-phenyl-3-(4-phenyl-2H-1,2,3-triazol-2-yl)propan-1-one tert-butyl-(29-amino-3,6,9,12,15,18,21,24,27-nonaoxanonacosyl)carbamate